FC=1C=C(C=C(C1)OC)C1C(C(N(CC1)CCN1C=CC=C1)C)COC1=CC=C2CNC(C2=C1)=O (+/-)-6-{[(trans)-4-(3-fluoro-5-methoxyphenyl)-2-methyl-1-[2-(1H-pyrrol-1-yl)ethyl]Piperidin-3-yl]Methoxy}-2,3-dihydro-1H-isoindol-1-one